cysteine amide N[C@@H](CS)C(=O)N